1,3,5-tris(2-methylallyl)-1,3,5-triazine-2,4,6-trione CC(CN1C(N(C(N(C1=O)CC(=C)C)=O)CC(=C)C)=O)=C